CC=1OC2=C(C1C=O)C=CC=C2 2-methylbenzofuran-3-carbaldehyde